O1[C@H](COCC1)CNC1=C(C=C(C=C1[N+](=O)[O-])SCC1=CC=CC=C1)F (S)-N-((1,4-dioxan-2-yl)methyl)-4-(benzylsulfanyl)-2-fluoro-6-nitroaniline